FC1=C(N)C=CC(=C1F)OC 2,3-difluoro-4-methoxyaniline